(R)-4-((S)-sec-butyl)-4-hydroxy-8-(1H-pyrazol-4-yl)-1,3,4,5-tetrahydro-6H-pyrano[4,3-b]thieno[3,2-d]pyridin-6-one [C@H](C)(CC)[C@@]1(COCC2=C1NC(C1=C2C=C(S1)C=1C=NNC1)=O)O